N-(1-amino-3-hydroxy-1-oxopropan-2-yl)-2-methyl-5-(pyridin-3-ylmethoxy)benzofuran NC(C(CO)N1CC(=CC=C1)COC=1C=CC2=C(C=C(O2)C)C1)=O